3,4-dihydroisoquinoline-2(1H)-carboxylic acid tert-butyl ester C(C)(C)(C)OC(=O)N1CC2=CC=CC=C2CC1